O=C1N(CC2=CC(=CC=C12)N1CCNCC1)[C@H]1C(NC(CC1)=O)=O (3R)-3-[1-Oxo-5-(piperazin-1-yl)-1,3-dihydro-2H-isoindol-2-yl]piperidine-2,6-dione